[Si](C1=CC=CC=C1)(C1=CC=CC=C1)(C(C)(C)C)O[C@H]1[C@@](COC1)(C)N1CCN(CC1)C=1C=C2C=C(N=CC2=CC1Cl)NC(=O)[C@H]1CC12CCOCC2 (S)-N-(6-(4-((3S,4S)-4-((tert-butyldiphenylsilyl)oxy)-3-methyltetrahydrofuran-3-yl)piperazin-1-yl)-7-chloroisoquinolin-3-yl)-6-oxaspiro[2.5]octane-1-carboxamide